Cl.CP(C)OP(C)C dimethylphosphinooxide hydrochloride